5,6,7,8,4'-pentamethoxyl-flavone O(C)C1=C2C(C=C(OC2=C(C(=C1OC)OC)OC)C1=CC=C(C=C1)OC)=O